[N+](=O)([O-])C=1C=CC2=C(NOCC3=C2C=CC(=C3)[N+](=O)[O-])C1 3,9-dinitro-5,7-dihydrodibenzo[c,e]oxazepine